2-(1-(4-chloronaphthalen-1-yl)pyrrolidin-3-yl)benzoic acid ClC1=CC=C(C2=CC=CC=C12)N1CC(CC1)C1=C(C(=O)O)C=CC=C1